FC(C(=O)N1C[C@@H](CC1)C=O)(F)F (3R)-1-(2,2,2-trifluoroacetyl)pyrrolidine-3-carbaldehyde